C(C)(C)(C)OC(=O)N([C@@H](COCC)C(=O)O)C N-(tert-Butoxycarbonyl)-O-ethyl-N-methyl-L-serine